ClC1=CC=CC2=C1N=C(O2)C2=CN=C(C=C2C(=O)OC)N2C1=C(OCCC2)C=CC(=C1)F methyl 5-(4-chlorobenzo[d]oxazol-2-yl)-2-(7-fluoro-3,4-dihydro-benzo[b][1,4]oxazepine-5(2H)-yl)isonicotinate